N-(4-cyclopropyl-2-(4,4-difluorocyclohexyl)pyridin-3-yl)-2-isopropylpyrimidine-5-carboxamide C1(CC1)C1=C(C(=NC=C1)C1CCC(CC1)(F)F)NC(=O)C=1C=NC(=NC1)C(C)C